Ethyl (2Z)-3-(5-bromo-3-nitropyridin-2-yl)-2-methylprop-2-enoate BrC=1C=C(C(=NC1)\C=C(/C(=O)OCC)\C)[N+](=O)[O-]